4-(trans-4'-pentylcyclohexyl)-benzidine C(CCCC)[C@@H]1CC[C@H](CC1)C1(CC=C(C=C1)C1=CC=C(N)C=C1)N